C(C(=C)C)(=O)OCCC[Si](OCC)(OCC)OCC 3-methacryloyl-oxypropyltriethoxysilane